N-(2-ethylhexyl)-2-cyano-3,6-dihydroxypyridin-4-one C(C)C(CN1C(=C(C(C=C1O)=O)O)C#N)CCCC